C(C)OC(CC1COCCC1CC(=O)O)=O tetrahydro-2H-pyran-3,4-diyldiacetic acid ethyl ester